6-borono-2-(methylamino)-2-(2-((S)-pyrrolidin-2-yl)ethyl)hexanoic acid B(O)(O)CCCCC(C(=O)O)(CC[C@H]1NCCC1)NC